3-trifluoromethyl-propionamide FC(CCC(=O)N)(F)F